(5-methylfuran-2-yl)boronic acid CC1=CC=C(O1)B(O)O